2-(4-(trifluoromethyl)benzyl)benzo[d]thiazole-6-carboxylic acid FC(C1=CC=C(CC=2SC3=C(N2)C=CC(=C3)C(=O)O)C=C1)(F)F